C(C)(=O)N[C@H]1C[C@H](CCC1)C(=O)NC1=NC=C(C(=C1)C1=CC2=C(N=C3N2C(CC3)(C)C)C(=C1)F)C (1S,3R)-3-acetylamino-N-(4-(5-fluoro-1,1-dimethyl-2,3-dihydro-1H-benzo[d]pyrrolo[1,2-a]imidazol-7-yl)-5-methylpyridin-2-yl)cyclohexane-1-carboxamide